(5-(8-(((3s,5s,7s)-adamantan-1-yl)amino)oct-1-yn-1-yl)-2-methyl-4-oxoquinazolin-3(4H)-yl)piperidine-2,6-dione C12(CC3CC(CC(C1)C3)C2)NCCCCCCC#CC2=C3C(N(C(=NC3=CC=C2)C)N2C(CCCC2=O)=O)=O